C(C)(CC)N1C(=NC=C1)C(=O)O 1-(sec-butyl)-1H-imidazole-2-carboxylic acid